2-chloro-4-((4-methylpentyl)amino)pyrimidin-5-carboxamide ClC1=NC=C(C(=N1)NCCCC(C)C)C(=O)N